ClC=1C(=CC(=C(C1)N(C(=O)[C@H]1N(C([C@@]([C@H]1O)(C)O)=O)C1=NC(=CC(=C1)C1CC1)C)C([2H])([2H])[2H])F)F (2S,3S,4S)-N-(5-chloro-2,4-difluorophenyl)-1-(4-cyclopropyl-6-methylpyridin-2-yl)-3,4-dihydroxy-4-methyl-N-(methyl-d3)-5-oxopyrrolidine-2-carboxamide